ClC1C(=CC=C2NSN=C21)C2=NNC1=NC(=CN=C12)N1C[C@@H]2[C@]([C@@H]2CC1)(C1=C(C=CC=C1)F)CN ((1S,6R,7R)-3-(3-(4-chloro-1,4-dihydrobenzo[c][1,2,5]thiadiazol-5-yl)-1H-pyrazolo[3,4-b]pyrazin-6-yl)-7-(2-fluorophenyl)-3-azabicyclo[4.1.0]heptan-7-yl)methanamine